5-(1-hydroxy-1-methyl-ethyl)-1,3-benzothiazole OC(C)(C)C=1C=CC2=C(N=CS2)C1